BrC1=CC=CC(=N1)NC(C1=CC=C(C=C1)F)=O N-(6-bromopyridin-2-yl)-4-fluorobenzamide